CC(C)C=1SC=C(C1NC(NS(N(C1CN(CCC1)C)C=1C=NN(C1)C)(=O)=O)=O)C(C)C 3-[2,4-Bis(propan-2-yl)thiophen-3-yl]-1-[(1-methyl-1H-pyrazol-4-yl)(1-methyl-piperidin-3-yl)sulfamoyl]urea